FC(C1=CC=C(C=N1)N(C1CCN(CC1)C(=O)OC(C)(C)C)C=1C=NC=CC1C=C)(F)F Tert-butyl 4-((6-(trifluoromethyl)pyridin-3-yl)(4-vinylpyridin-3-yl)amino)piperidine-1-carboxylate